3-(Ethylamino)-5-{2-[2-(4-methoxy-2,3-dimethylbenzenesulfonamido)phenyl]-ethynyl}pyridin C(C)NC=1C=NC=C(C1)C#CC1=C(C=CC=C1)NS(=O)(=O)C1=C(C(=C(C=C1)OC)C)C